CN([C@H](CNC(C[C@@H](C1(CC1)C(F)(F)F)C1=CN=CS1)=O)CC1=CC=C(C=C1)O)C (S)-N-((S)-2-(dimethylamino)-3-(4-hydroxyphenyl)propyl)-3-(thiazol-5-yl)-3-(1-(trifluoromethyl)cyclopropyl)propanamide